(S)-4-[2-(2-chloro-5-isopropoxy-phenyl)azepan-1-yl]-6-methyl-pyrimidin-2-amine ClC1=C(C=C(C=C1)OC(C)C)[C@H]1N(CCCCC1)C1=NC(=NC(=C1)C)N